5-chloro-2-fluoro-4-((1-phenylcyclopropyl)amino)-N-(thiazol-2-yl)benzenesulfonamide ClC=1C(=CC(=C(C1)S(=O)(=O)NC=1SC=CN1)F)NC1(CC1)C1=CC=CC=C1